Methylammonium Lead Tribromide [Pb+](Br)(Br)Br.C[NH3+]